1-(4-(5-(difluoromethyl)-1,3,4-oxadiazol-2-yl)-2-fluorobenzyl)-3-(1-methylpiperidin-4-yl)-1,3-dihydro-2H-benzo[d]imidazol-2-one FC(C1=NN=C(O1)C1=CC(=C(CN2C(N(C3=C2C=CC=C3)C3CCN(CC3)C)=O)C=C1)F)F